ClC1=CC=C(C=C1)N1CC(N(CC1)CC=1C=C(C=CC1C(F)(F)F)N1CCN(CCC1)C)C 1-(3-((4-(4-chlorophenyl)-2-methylpiperazin-1-yl)methyl)-4-(trifluoromethyl)phenyl)-4-methyl-1,4-diazepan